tert-butyl (8aS)-6-chloro-4-fluoro-5-(2-fluoro-6-hydroxyphenyl)-8a,9,11,12-tetrahydropyrazino[2',1':3,4][1,4]oxazepino[5,6,7-de]quinazoline-10(8H)-carboxylate ClC1=C2C3=C(N=CN=C3C(=C1C1=C(C=CC=C1O)F)F)N1[C@H](CO2)CN(CC1)C(=O)OC(C)(C)C